FC1=C(C=CC=C1CO)C1=CC=CC=C1 (2-fluoro-[1,1'-biphenyl]-3-yl)methanol